CC1=C2C(=CS1)CCC1(OCCO1)C2 3-methyl-6,7-dihydro-4H-spiro[benzo[c]thiophene-5,2'-[1,3]dioxolane]